C(C)S(=O)(=O)C1=CC=C(C=C1)CC(=O)NC1=CC=C(C=C1)B(O)O (4-(2-(4-(ethylsulfonyl)phenyl)acetamido)phenyl)boronic acid